O=S1(CCN(CC1)CC1=NN2C(C(N(CC2)C2=C(C=C(C=C2)C2=NC3=CC=C(C=C3C=N2)C(F)(F)F)C)=O)=C1C)=O 2-((1,1-dioxothiomorpholino)methyl)-3-methyl-5-(2-methyl-4-(6-(trifluoro-methyl)quinazolin-2-yl)phenyl)-6,7-dihydropyrazolo[1,5-a]pyrazin-4(5H)-one